O1C(OCC1)C1=C(CN(C2=NC=CC(=N2)Cl)C)C=CC=C1OCC1=CC=C(C=C1)OC N-(2-(1,3-dioxolan-2-yl)-3-((4-methoxybenzyl)oxy)benzyl)-4-chloro-N-methylpyrimidin-2-amine